3-Azepan-1-yl-propanoic acid N1(CCCCCC1)CCC(=O)O